lithium-thallium [Tl].[Li]